FC1=CC(=C(C=C1C=1C=NC(=NC1)N1CCCC1)NC(=O)C1=CNC(C=C1C(F)(F)F)=O)N1CCN(CC1)C N-[4-fluoro-2-(4-methylpiperazin-1-yl)-5-(2-pyrrolidin-1-ylpyrimidin-5-yl)phenyl]-6-oxo-4-(trifluoromethyl)-1H-pyridine-3-carboxamide